ClC=1C(=NC=C(C1)C(F)(F)F)NN 3-chloro-2-hydrazino-5-(trifluoromethyl)pyridine